C(CCCCCCC\C=C/CCCCCCCC)C(C(C(=O)[O-])(O)CCCCCCCC\C=C/CCCCCCCC)(O)C(=O)[O-] di-oleyltartrate